(2R,6R)-2,6-dimethyl-4-[5-(trifluoromethyl)pyrazin-2-yl]piperazine-1-carbonyl chloride C[C@H]1N([C@@H](CN(C1)C1=NC=C(N=C1)C(F)(F)F)C)C(=O)Cl